tert-butyl (4S)-4-(3-hydroxypropyl)-2,2-bis(trideuterio methyl)pyrrolidine-1-carboxylate OCCC[C@H]1CC(N(C1)C(=O)OC(C)(C)C)(C([2H])([2H])[2H])C([2H])([2H])[2H]